COCCN1N=CC(=C1)C1=CN2C(S1)=C(C=N2)C(=O)NC=2C(=NC=C(C2)NC(CN2CCCCC2)=O)C 2-(1-(2-methoxyethyl)-1H-pyrazol-4-yl)-N-(2-methyl-5-(2-(piperidin-1-yl)acetamido)pyridin-3-yl)pyrazolo[5,1-b]thiazole-7-carboxamide